cyclohexane-1,4-diyl-dimethanol C1(CCC(CC1)CO)CO